C(=O)O.N[C@H]1C[C@@H](N(CC1)CC1=C2C=CN(C2=C(C=C1OC)C)C(=O)OC(C)(C)C)C1=CC=C(C=C1)C(=O)OC |r| tert-butyl (+-)-4-(((trans)-4-amino-2-(4-(methoxycarbonyl) phenyl) piperidin-1-yl) methyl)-5-methoxy-7-methyl-1H-indole-1-carboxylate formate salt